C(C)(C)(C)C=1C(=C(C(=C(C1)C(C)(C)C)O)CC)C 4,6-di-tertiary butyl-2-ethyl-3-cresol